5-cyclopropyl-4-isoxazolyl-[2-(methylsulfonyl)-4-(trifluoromethyl)phenyl]methanone C1(CC1)C1=C(C=NO1)C(=O)C1=C(C=C(C=C1)C(F)(F)F)S(=O)(=O)C